5-(((S)-1-((S)-2-hydroxy-3-oxo-3-(4-(5-(trifluoromethyl)pyrimidin-2-yl)piperazin-1-yl-2,2,3,3,5,5,6,6-d8)propoxy)propan-2-yl)amino)-4-(trifluoromethyl)pyridazin-3(2H)-one O[C@@H](COC[C@H](C)NC1=C(C(NN=C1)=O)C(F)(F)F)C(N1C(C(N(C(C1([2H])[2H])([2H])[2H])C1=NC=C(C=N1)C(F)(F)F)([2H])[2H])([2H])[2H])=O